[Ca].[Mg].[Pb] lead magnesium calcium